N-[(4-cyclopropyl-3-fluorophenyl)(phenyl)methyl]-4-fluoro-1-[2-(1H-1,2,3,4-tetrazol-1-yl)acetyl]pyrrolidine-2-carboxamide Methyl-(E)-3-styryl-2-naphthoate COC(=O)C1=CC2=CC=CC=C2C=C1\C=C\C1=CC=CC=C1.C1(CC1)C1=C(C=C(C=C1)C(NC(=O)C1N(CC(C1)F)C(CN1N=NN=C1)=O)C1=CC=CC=C1)F